N-(1-(6-((4-chlorophenyl)amino)-2-morpholinopyrimidin-4-yl)cyclopropyl)-5-methylisoxazole-3-carboxamide ClC1=CC=C(C=C1)NC1=CC(=NC(=N1)N1CCOCC1)C1(CC1)NC(=O)C1=NOC(=C1)C